O1C2=CC=C1C(=O)OCCCCOC2=O butylene 2,5-furan-dicarboxylate